[6-[4-chloro-2-(2-methyl-5-pyridin-2-ylpyrazol-3-yl)oxyphenyl]pyridin-3-yl]methanamine ClC1=CC(=C(C=C1)C1=CC=C(C=N1)CN)OC=1N(N=C(C1)C1=NC=CC=C1)C